CC1(CCN(CC1)C(COC1=CC2=C(OC[C@@H](C(N2C)=O)NC(=O)N2N=CC(=C2)CC2=CC(=CC=C2)F)C=C1)=O)C (S)-N-(7-(2-(4,4-dimethylpiperidin-1-yl)-2-oxoethoxy)-5-methyl-4-oxo-2,3,4,5-tetrahydrobenzo[b][1,4]oxazepin-3-yl)-4-(3-fluorobenzyl)-1H-pyrazole-1-carboxamide